BrC=1C=CC2=C(SC3=C2C=CC(=C3)Cl)C1 3-Bromo-7-chlorodibenzo[b,d]thiophene